Tert-Butyl 4-[2-[4-[3-[6-cyano-5-(trifluoromethyl)-3-pyridyl]-5,5-dimethyl-4-oxo-2-thioxo-imidazolidin-1-yl]-2-ethyl-phenoxy]ethyl]-4-methyl-piperidine-1-carboxylate C(#N)C1=C(C=C(C=N1)N1C(N(C(C1=O)(C)C)C1=CC(=C(OCCC2(CCN(CC2)C(=O)OC(C)(C)C)C)C=C1)CC)=S)C(F)(F)F